P(=O)(OC([C@@H]1[C@H]([C@@H]([C@H]([C@@H](O)O1)O)O)O)O)(OC1=CC=CC=C1)[O-] alpha-D-glucopyranoside-6-yl phenyl phosphate